N1=CC(=CC=C1)N1C(=CC=C1C=1SC=CC1)C=1SC=CC1 1-(3-pyridinyl)-2,5-di(2-thienyl)-1H-pyrrole